7-(4-fluorophenyl)-5-(methoxymethyl)pyrazolo[1,5-a]Pyrimidine-3-carboxylic acid FC1=CC=C(C=C1)C1=CC(=NC=2N1N=CC2C(=O)O)COC